1-(4-bromophenyl)-6-(difluoromethyl)piperidin-2-one BrC1=CC=C(C=C1)N1C(CCCC1C(F)F)=O